C(#N)C(=C(O)C1=CC=C(C=C1)CNC(OC(C)(C)C)=O)C#N tert-Butyl N-[[4-(2,2-dicyano-1-hydroxy-vinyl)phenyl]methyl]carbamate